1,3-DIMETHYLPIPERIDINE-4-CARBALDEHYDE CN1CC(C(CC1)C=O)C